4-(4-cyanophenyl)-5-methyl-4-phenyl-3-trifluoromethylindolopyranone C(#N)C1=CC=C(C=C1)C1(C(C(OC2=C1N(C=1C=CC=CC12)C)=O)C(F)(F)F)C1=CC=CC=C1